Methyl 2-((2-(4-(7-chloro-1-methyl-2,3-dioxo-2,3-dihydropyrido[2,3-b]pyrazine-4(1H)-yl)piperidin-1-yl)pyrimidin-5-yl)methoxy)acetate ClC1=CC2=C(N(C(C(N2C)=O)=O)C2CCN(CC2)C2=NC=C(C=N2)COCC(=O)OC)N=C1